oleoyl-aminovaleric acid C(CCCCCCC\C=C/CCCCCCCC)(=O)C(C(=O)O)(CCC)N